(3-oxo-hexanoyl)-homoserine O=C(CC(=O)N[C@@H](CCO)C(=O)O)CCC